3-phenethyl-1H-pyrazole-5-carboxylic acid 6-(3,5-difluorophenethyl)-3-oxo-2,3-dihydropyridazin-4-yl ester FC=1C=C(CCC=2C=C(C(NN2)=O)OC(=O)C2=CC(=NN2)CCC2=CC=CC=C2)C=C(C1)F